ClC=1C=C(C(=NC1)OC)S(=O)(=O)NC1=C(C(=C(C=C1)F)C1CC=2N(CC1)C(=NC2)C=2N(C=CN2)COCC[Si](C)(C)C)F 5-chloro-N-[2,4-difluoro-3-[3-(1-[[2-(trimethylsilyl)ethoxy]methyl]imidazol-2-yl)-5H,6H,7H,8H-imidazo[1,5-a]pyridin-7-yl]phenyl]-2-methoxypyridine-3-sulfonamide